p-hydroxyphenylsulfonic acid diethylamine salt C(C)NCC.OC1=CC=C(C=C1)S(=O)(=O)O